N1NCC2C1=CC=C2 tetrahydrocyclopenta[c]pyrazol